2-chloro-4-(trifluoromethyl)thieno[2,3-d]pyrimidine ClC=1N=C(C2=C(N1)SC=C2)C(F)(F)F